1-(3,4-dimethyl-2-(p-tolyl)-2H-pyrazolo[3,4-d]pyridazin-7-yl)-N-(4-(dimethylamino)butyl)piperidine-4-carboxamide CC=1N(N=C2C(=NN=C(C21)C)N2CCC(CC2)C(=O)NCCCCN(C)C)C2=CC=C(C=C2)C